1-methyl-4-(8-chloro-3-fluorodibenzo[b,f]thiepin-10-yl)-Piperidine CN1CCC(CC1)C1=CC2=C(SC3=C1C=C(C=C3)Cl)C=C(C=C2)F